1-piperidyl-l-3-methyl-2-oxo-benzimidazol N1(CCCCC1)C1=CC=CC=2NC(N(C21)C)=O